(S)-8-chlorochroman-4-amine hydrochloride Cl.ClC=1C=CC=C2[C@H](CCOC12)N